C(C1=CC=CC=C1)OC1=CC=2N(C=C1C(=O)OC)C=C(N2)C2CCOCC2 Methyl 7-(benzyloxy)-2-(tetrahydro-2H-pyran-4-yl)imidazo[1,2-a]pyridine-6-carboxylate